5'-trifluoromethoxy-[2,2'-bithiazole] FC(OC1=CN=C(S1)C=1SC=CN1)(F)F